The molecule is a linear amino trisaccharide consisting of alpha-neuraminyl, beta-D-galactosyl and N-acetyl-D-glucosamine residues linked in a (2->3) and (1->4) sequence. It is a glucosamine oligosaccharide and a trisaccharide derivative. CC(=O)N[C@@H]1[C@H](C[C@@](O[C@H]1[C@@H]([C@@H](CO)O)O)(C(=O)O)O[C@H]2[C@H]([C@H](O[C@H]([C@@H]2O)O[C@@H]3[C@H](OC([C@@H]([C@H]3O)NC(=O)C)O)CO)CO)O)O